C(C)/C(/C(=O)OC(C)(C#CC1=CC=C(C=C1)C(F)(F)F)C1=C(C=C(C=C1)OC)OCC)=C\CNCCCCN1C2=C(CCC3=C1C=C(C=C3)Cl)C=C(C=C2)OCC2=CC=CC=C2 2-(2-Ethoxy-4-methoxyphenyl)-4-(4-(trifluoromethyl)phenyl)but-3-yn-2-ol Ethyl-(E)-4-[4-(2-benzyloxy-7-chloro-10,11-dihydro-dibenzo[b,f]azepin-5-yl)-butylamino]-but-2-enoate